2-Bromomethyl-3-trifluoromethyl-pyrazine BrCC1=NC=CN=C1C(F)(F)F